FC1=C(CC=2C=3N(C=C(N2)C2=NN(C(=N2)C)CC2=NOC(=C2)C)C=CN3)C=CC=C1 3-((3-(8-(2-Fluorobenzyl)imidazo[1,2-a]pyrazin-6-yl)-5-methyl-1H-1,2,4-triazol-1-yl)methyl)-5-methylisoxazole